2,6,6-trimethylbicyclo[3.1.1]heptyl hydroperoxide CC1C2(C(C(CC1)C2)(C)C)OO